C1(CC1)C=1C=C(C(=O)N=C2NCCN2)C=CC1NC1=C(C(=CC=C1)C(NC(C)C)=O)F 3-cyclopropyl-4-({2-fluoro-3-[(propan-2-yl)carbamoyl]phenyl}amino)-N-[(2Z)-imidazolidin-2-ylidene]benzamide